BrC1=C(C(=C(C=C1)S(=O)(=N)C1CC1)F)F (4-bromo-2,3-difluorophenyl)(cyclopropyl)(imino)-λ6-sulfanone